ClC=1C=CC(=C2C=NNC12)C=1NC2=CC=C(C=C2C1C(C)C)C1CCN(CC1)C(CN(C)C)=O 1-(4-(2-(7-chloro-1H-indazol-4-yl)-3-isopropyl-1H-indol-5-yl)piperidin-1-yl)-2-(dimethylamino)ethan-1-one